[Pd].CC(CC(C)=O)=O.CC(CC(C)=O)=O bis(2,4-pentanedione) palladium